[Si](C1=CC=CC=C1)(C1=CC=CC=C1)(C(C)(C)C)OCC1CCC(CC1)C=O 4-[[(tert-butyldiphenylsilyl)oxy]methyl]cyclohexane-1-carbaldehyde